(R)-isocyano-2-methylhexan-1-ol [N+](#[C-])[C@@H](C(CCCC)C)O